5,5-dihydroxymethyl-1,3-dioxan-2-one OCC1(COC(OC1)=O)CO